Tert-butyl 3-fluoro-4-oxo-piperidine-1-carboxylate FC1CN(CCC1=O)C(=O)OC(C)(C)C